Cl.C(C1=CC=CC=C1)S(=O)(=O)N1C[C@H]([C@](CC1)(O)C1=CC(=CC=C1)OC)CN(C)C (3R,4S)-1-(Benzylsulfonyl)-3-((dimethylamino)methyl)-4-(3-methoxyphenyl)piperidin-4-ol hydrochloride salt